3-(1-oxo-6-(7-(4-(quinoxalin-2-yl)-1H-pyrazol-1-yl)octyl)isoindolin-2-yl)piperidine-2,6-dione O=C1N(CC2=CC=C(C=C12)CCCCCCC(C)N1N=CC(=C1)C1=NC2=CC=CC=C2N=C1)C1C(NC(CC1)=O)=O